(S)-3-((S)-sec-butyl)-9-fluoro-N-methyl-2-oxo-1,2,3,5-tetrahydro-4H-benzo[e][1,4]diazepine-4-carboxamide [C@H](C)(CC)[C@@H]1N(CC2=C(NC1=O)C(=CC=C2)F)C(=O)NC